benzyl (2S)-2-(cyanomethyl)-4-[6-[(3-methoxy-1-naphthyl)carbamoyl]-2-[(1-methylpyrazol-4-yl)methoxy]pyrimidin-4-yl]piperazine-1-carboxylate C(#N)C[C@@H]1N(CCN(C1)C1=NC(=NC(=C1)C(NC1=CC(=CC2=CC=CC=C12)OC)=O)OCC=1C=NN(C1)C)C(=O)OCC1=CC=CC=C1